(E)-4-[3-(3-chloro-10,11-dihydro-5H-dibenzo[b,f]azepin-5-yl)propylamino]but-2-enoic acid trifluoroacetate FC(C(=O)O)(F)F.ClC=1C=CC2=C(N(C3=C(CC2)C=CC=C3)CCCNC/C=C/C(=O)O)C1